CC1=CC=C2C(=CNC2=C1)C(CC#N)=O 3-(6-methyl-1H-indol-3-yl)-3-oxo-propionitrile